ClC1=NC=C(C(=C1)C(=O)NCC(F)C1=C(C=C(C=C1)C)C)OC1=CC(=CC=C1)C1CC1 2-chloro-5-(3-cyclopropyl-phenoxy)-N-[2-(2,4-dimethylphenyl)-2-fluoro-ethyl]pyridine-4-carboxamide